NC1=NC=2C=C(C=CC2C2=C1N=C(N2C(C(C)C)O)CC)C2=CC=NC=C2 1-[4-amino-2-ethyl-7-(pyridin-4-yl)-1H-imidazo[4,5-c]quinolin-1-yl]-2-methylpropan-ol